C(CCCCCCCCCCCCC)N1C(=C(C(C=C1O)=O)O)C=O N-tetradecyl-2-formyl-3,6-dihydroxypyridin-4-one